NC(C(=O)O)CC1=CC=C(C=C1)C(N(OC1OCCCC1)C)=O 2-Amino-3-(4-(methyl((tetrahydro-2H-pyran-2-yl)oxy)carbamoyl)phenyl)propanoic acid